(S)-1-(4-(7-((5-(1-Amino-1,3-dihydrospiro[indene-2,4'-piperidine]-1'-yl)-6-(hydroxymethyl)pyrazin-2-yl)thio)-8-chloroimidazo[1,2-a]pyridin-2-yl)piperidin-1-yl)ethan-1-one N[C@@H]1C2=CC=CC=C2CC12CCN(CC2)C=2N=CC(=NC2CO)SC2=C(C=1N(C=C2)C=C(N1)C1CCN(CC1)C(C)=O)Cl